(Z)-N'-acetyl-3-(3-(3-(pentafluoro-sulfaneyl)-5-(trifluoromethyl)phenyl)-1H-1,2,4-triazol-1-yl)acrylohydrazide C(C)(=O)NNC(\C=C/N1N=C(N=C1)C1=CC(=CC(=C1)C(F)(F)F)S(F)(F)(F)(F)F)=O